4-(4-((tert-butyldimethylsilyloxy)methyl)-5-methylthiazol-2-yl)-tetrahydro-2H-pyran-4-ol [Si](C)(C)(C(C)(C)C)OCC=1N=C(SC1C)C1(CCOCC1)O